(2r,4r)-1-tert-butoxycarbonyl-4-[tert-butyl-(dimethyl)silyl]oxy-pyrrolidine-2-carboxylic acid C(C)(C)(C)OC(=O)N1[C@H](C[C@H](C1)O[Si](C)(C)C(C)(C)C)C(=O)O